ClC=1C=C(OCC=2C(=NOC2C2CC2)C2=C(C=CC=C2Cl)Cl)C=CC1C=C 4-((3-chloro-4-vinylphenoxy)methyl)-5-cyclopropyl-3-(2,6-dichlorophenyl)isoxazole